2-[1-(difluoromethyl)pyrazol-4-yl]-5-ethylsulfonyl-1-methyl-imidazole-4-carboxylic acid FC(N1N=CC(=C1)C=1N(C(=C(N1)C(=O)O)S(=O)(=O)CC)C)F